heptylphenyl ether sulfate S(=O)(=O)(O)O.C(CCCCCC)OC1=CC=CC=C1